[C-]1(C=CC=C1)[C@@H](C)N(C)C.[CH-]1C=CC=C1.[Fe+2] (R)-1-ferrocenyl-ethyl-dimethylamine